5-(3-chloro-4-fluorophenyl)-3-(2-oxo-2-(pyrrolidin-1-yl)ethyl)-3H-pyrrolo[2,3-d]pyrimidin-4(7H)-one ClC=1C=C(C=CC1F)C1=CNC=2N=CN(C(C21)=O)CC(N2CCCC2)=O